2-(chloromethyl)-7-fluorobenzo[d]oxazole ClCC=1OC2=C(N1)C=CC=C2F